CC1=CC=C(CS(=O)(=O)N2OCC[C@H]2C2=CC=CC=C2)C=C1 (S)-2-((4-methylbenzyl)sulfonyl)-3-phenylisoxazolidine